C(#N)C1=CC=C(C=C1)N1N=C(C(=C1)C(=O)O)C 1-(4-cyanophenyl)-3-methyl-1H-pyrazole-4-carboxylic acid